(2s,3s,5r)-3,5-diethyl-2-propyl-tetrahydropyran C(C)[C@@H]1[C@@H](OC[C@@H](C1)CC)CCC